C(C)(C)(C)C1=NN=C(O1)C=1C(=CC2=C(N(C([C@H](C[SH2]2)NC(OC(C)(C)C)=O)=O)CC2=CC=C(C=C2)OC(F)(F)F)C1)F tert-butyl N-[(3R)-7-(5-tert-butyl-1,3,4-oxadiazol-2-yl)-8-fluoro-4-oxo-5-[[4-(trifluoromethoxy)phenyl]methyl]-2,3-dihydro-1λ4,5-benzothiazepin-3-yl]carbamate